6-(benzylamino)pyridin C(C1=CC=CC=C1)NC1=CC=CC=N1